Methyl 3-(([1,1'-biphenyl]-4-ylmethyl)amino)-3-oxopropanoate C1(=CC=C(C=C1)CNC(CC(=O)OC)=O)C1=CC=CC=C1